7-(4-(9-methoxy-3,4-dihydropyrazino[1,2-a]indol-2(1H)-yl)butoxy)quinolin-2(1H)-one COC=1C=2C=C3N(C2C=CC1)CCN(C3)CCCCOC3=CC=C1C=CC(NC1=C3)=O